ClC=1C=C(C(=NC1)OC)S(=O)(=O)NC1=C(C(=C(C=C1)F)C1=CC2=C(N=C(N=C2)SC)N2C1=NN=C2)F 5-chloro-N-(2,4-difluoro-3-(2-(methylthio)-[1,2,4]triazolo[4',3':1,6]pyrido[2,3-d]pyrimidin-6-yl)phenyl)-2-methoxypyridine-3-sulfonamide